NC1=C(C=C2C(=N1)C=C(N2)CN2C(C1=CC(=CC=C1[C@@]21C(N(CC1)CCC1=C(N=CS1)C)=O)F)=O)F (S)-2-((5-Amino-6-fluoro-1H-pyrrolo[3,2-b]pyridin-2-yl)methyl)-5-fluoro-1'-(2-(4-methylthiazol-5-yl)ethyl)spiro[isoindoline-1,3'-pyrrolidine]-2',3-dione